tris[1-naphthyl-(phenyl)amino]triphenylamine C1(=CC=CC2=CC=CC=C12)N(C1=CC=CC=C1)C1=C(C(=C(C=C1)N(C1=CC=CC=C1)C1=CC=CC=C1)N(C1=CC=CC2=CC=CC=C12)C1=CC=CC=C1)N(C1=CC=CC2=CC=CC=C12)C1=CC=CC=C1